bis(3,5-dimethyl-4-hydroxyphenyl)sulfone CC=1C=C(C=C(C1O)C)S(=O)(=O)C1=CC(=C(C(=C1)C)O)C